C(\C=C(/C)\CCC=C(C)C)C1=C(C(=O)O)C=C(C(=C1O)O)CCCCC#C 2-geranyl-5-(5-hexynyl)dihydroxybenzoic acid